4-bromo-1-(2-methoxyethyl)pyrazole BrC=1C=NN(C1)CCOC